COC1C(C(CO1)O)O 5-methoxy-tetrahydrofuran-3,4-diol